(S)-3-amino-5,5-dimethyl-1-(2,2,2-trifluoroethyl)pyrrolidin-2-one N[C@@H]1C(N(C(C1)(C)C)CC(F)(F)F)=O